(3R)-4-{7-[(4-methoxyphenyl)methoxy]-3-[3-methyl-1-(oxan-2-yl)-1H-pyrazol-5-yl]-[1,2]thiazolo[4,5-b]pyridin-5-yl}-3-methylmorpholine COC1=CC=C(C=C1)COC1=C2C(=NC(=C1)N1[C@@H](COCC1)C)C(=NS2)C2=CC(=NN2C2OCCCC2)C